4-(5-bromo-1-(5-methylhexyl)-3-(nicotinamido)-1H-pyrazolo[3,4-b]pyridin-6-yl)phenyl (3-(dimethylamino)propyl)carbamate CN(CCCNC(OC1=CC=C(C=C1)C1=C(C=C2C(=N1)N(N=C2NC(C2=CN=CC=C2)=O)CCCCC(C)C)Br)=O)C